BrC1=CN=C(C=N1)Cl 6-bromo-3-chloropyrazin